OCC1(CC1)C 1-(hydroxymethyl)-1-methylcyclopropane